C(C(C=CCCCCCCCCCC)S(=O)(=O)[O-])S(=O)(=O)[O-] tetradec-3-ene-1,2-disulfonate